C[N+]1(CCCCC1)CC 1-methyl-1-ethylpiperidinium